ClC=1C=C(C=2CC[C@H](C2C1)O)S(=O)(=O)NC=1C(=C(C(=CC1)F)C=1C=C2C=NC(=NC2=C(C1)CC)NC1CCN(CC1)C(=O)OC(C)(C)C)F tert-butyl 4-[(6-{3-[(1R)-6-chloro-1-hydroxy-2,3-dihydro-1H-indene-4-sulfonamido]-2,6-difluorophenyl}-8-ethylquinazolin-2-yl)amino]piperidine-1-carboxylate